CC1=NC(=CC(=N1)NC1=NN2C(C=C(C=C2)C2=C(C=NC(=C2)OC)OC[C@H]2OCC[C@@H]2O)=C1)C (2R,3S)-2-[[4-[2-[(2,6-dimethylpyrimidin-4-yl)amino]pyrazolo[1,5-a]pyridin-5-yl]-6-methoxy-3-pyridyl]oxymethyl]tetrahydrofuran-3-ol